P(=O)(OC(C)(C)C)(OC(C)(C)C)OCN1N=C2C(=C(C=CC2=C1Cl)\C=C(/F)\C(NC=1C(=NC=C(C1C)C#N)C)=O)F di-tert-butyl {3-chloro-6-[(1Z)-2-[(5-cyano-2,4-dimethylpyridin-3-yl)carbamoyl]-2-fluoroeth-1-en-1-yl]-7-fluoroindazol-2-yl}methyl phosphate